C(C)(=O)OCC(=O)[C@]1(CCC2C3CCC4=CC(CC[C@@]4(C3=CC[C@]12C)C)=O)O 2-((10S,13S,17R)-17-hydroxy-10,13-dimethyl-3-oxo-2,3,6,7,8,10,12,13,14,15,16,17-dodecahydro-1H-cyclopenta[a]phenanthren-17-yl)-2-oxoethyl acetate